SCCCC=1C=C(C=CC1OCCCS)S(=O)(=O)C1=CC(=C(C=C1)OCCCS)CCCS bis[3-(3-mercaptopropyl)-4-(3-mercaptopropoxy) phenyl] sulfone